(R)-N-(3,3-difluoro-1-(oxetan-3-yl-3-d)piperidin-4-yl)-6-fluoro-4-methoxy-5-(1-(2,2,2-trifluoroethyl)-1H-benzo[d][1,2,3]triazol-6-yl)pyrrolo[2,1-f][1,2,4]triazin-2-amine FC1(CN(CC[C@H]1NC1=NN2C(C(=N1)OC)=C(C(=C2)F)C=2C=CC1=C(N(N=N1)CC(F)(F)F)C2)C2(COC2)[2H])F